COC(COC=1C=C(C(C(=O)O)=CC1)C(=O)O)OC 4-(2,2-dimethoxyethoxy)phthalic acid